1-isopropyl{2-methyl-1-[[[1-(4-methylphenyl)-ethyl]-amino]-carbonyl]-propyl}carbamate C(C)(C)OC(NC(C(C)C)C(=O)NC(C)C1=CC=C(C=C1)C)=O